pyrimidin-2-yloxycyclohexanol N1=C(N=CC=C1)OC1(CCCCC1)O